tert-butyl 8-(5-(3-chloro-6-(1-methyl-1H-pyrazol-4-yl) pyrazolo[1,5-a]pyridin-4-yl) pyridin-2-yl)-3,8-diazabicyclo[3.2.1]octane-3-carboxylate ClC=1C=NN2C1C(=CC(=C2)C=2C=NN(C2)C)C=2C=CC(=NC2)N2C1CN(CC2CC1)C(=O)OC(C)(C)C